NCC[C@@H](O)C1=CC(=CC(=C1)OCC(CCC)CCC)F (R)-3-amino-1-(3-fluoro-5-((2-propylpentyl)oxy)phenyl)propan-1-ol